FC(C1=C(C=CC(=N1)N1CCC(CC1)=O)C=1C=C(C=2N(C1)C=C(N2)C)C)F 1-[6-(difluoromethyl)-5-(2,8-dimethylimidazo[1,2-a]pyridin-6-yl)-2-pyridyl]piperidin-4-one